C(C)(C)(C)OC(=O)NC1CC2C(C(=NO2)C=2C=CC(=C(C(=O)O)C2)OC)C1 racemic-5-(5-((tert-butoxycarbonyl)amino)-3a,5,6,6a-tetrahydro-4H-cyclopenta[d]isoxazol-3-yl)-2-methoxybenzoic acid